P(=O)([O-])([O-])[O-].[La+3].[Zr+4] zirconium-lanthanum phosphate